ClC1=C(C=CC=C1)NC(C(=O)N[C@H](C(N[C@@H](C[C@H]1C(NCC1)=O)C(COC1=C(C(=CC(=C1F)F)F)F)=O)=O)CC1CCC(CC1)(F)F)=O N1-(2-chlorophenyl)-N2-((S)-3-(4,4-difluorocyclohexyl)-1-oxo-1-(((S)-3-oxo-1-((S)-2-oxopyrrolidin-3-yl)-4-(2,3,5,6-tetrafluorophenoxy)butan-2-yl)amino)propan-2-yl)oxalamide